ClC1=CC(=C(C=C1)C1=NC(=NC2=C1N=C(N(C2=O)C)C)N2C[C@@H](OCC2)C=2C=NNC2)F 8-(4-chloro-2-fluoro-phenyl)-2,3-dimethyl-6-[(2S)-2-(1H-pyrazol-4-yl)morpholino]pyrimido[5,4-d]pyrimidin-4-one